2-(4-((4-ethyl-2-methoxyphenyl)(methyl)amino)phenoxy)pyrido[3,4-d]pyrimidin-4-ol C(C)C1=CC(=C(C=C1)N(C1=CC=C(OC=2N=C(C3=C(N2)C=NC=C3)O)C=C1)C)OC